tert-butyl 3-(5-(4,4,5,5-tetramethyl-1,3,2-dioxaborolan-2-yl)pyridin-2-yl)-3,9-diazabicyclo[3.3.1]nonane-9-carboxylate CC1(OB(OC1(C)C)C=1C=CC(=NC1)N1CC2CCCC(C1)N2C(=O)OC(C)(C)C)C